Methyl 3-((R)-3-(1-(1-((R)-1-(2,4-dichlorophenyl)ethyl)-4-(difluoromethyl)-1H-benzo[d][1,2,3]triazol-6-yl)azetidin-3-yl)piperidin-1-yl)-1-methylcyclobutane-1-carboxylate ClC1=C(C=CC(=C1)Cl)[C@@H](C)N1N=NC2=C1C=C(C=C2C(F)F)N2CC(C2)[C@@H]2CN(CCC2)C2CC(C2)(C(=O)OC)C